C(=O)C1=C(C=CC=C1C=O)C=1SC=C2C1OCCO2 2,3-diformylphenyl-3,4-ethylenedioxythiophene